BrC=1C=CC2=C(SC(=C2OC)C(=O)OC)C1 Methyl 6-bromo-3-methoxybenzo[b]thiophene-2-carboxylate